C(CCC)N 1-Butanamin